Cl.NC1=C(C=CC(=C1)C(OC)=N)B(O)O 2-AMINO-4-(IMINO(METHOXY)METHYL)PHENYLBORONIC ACID HCL